ClC1=CC2=C(N(C(N=C2N2C[C@H](N(C[C@@H]2C)C(=O)OC(C)(C)C)C)=O)C=2C(=NC=CC2C)C(C)C)N=C1C1=C(C=CC=2C=COC21)F tert-butyl (2R,5S)-4-(6-chloro-7-(6-fluorobenzofuran-7-yl)-1-(M)-(2-isopropyl-4-methylpyridin-3-yl)-2-oxo-1,2-dihydropyrido[2,3-d]pyrimidin-4-yl)-2,5-dimethylpiperazine-1-carboxylate